OC1=C2C(OCC2=C(C(=C1C/C=C(/CCC(=O)ON1C(C2=CC=CC=C2C1=O)=O)\C)OC)C)=O 1,3-dioxoisoindolin-2-yl (E)-6-(4-hydroxy-6-methoxy-7-methyl-3-oxo-1,3-dihydroisobenzofuran-5-yl)-4-methylhex-4-enoate